N,N'-bis[4-(2,6-dimethylmorpholino)phenyl]thiourea CC1OC(CN(C1)C1=CC=C(C=C1)NC(=S)NC1=CC=C(C=C1)N1CC(OC(C1)C)C)C